Z-2-bromo-1,3,4,4-tetrafluorobut-2-ene Br\C(\CF)=C(\C(F)F)/F